FC1=C(CN2[C@@H]3CN[C@H](C2)C3)C=CC(=C1)F (1S,4S)-2-(2,4-difluorobenzyl)-2,5-diazabicyclo[2.2.1]heptane